N1N=NC(=C1)C1=C(C=C(C=C1)C(=O)N1CCN(CC1)C=1OC=2C(=NC(=CC2)Cl)N1)C(F)(F)F (4-(1H-1,2,3-triazol-4-yl)-3-(trifluoromethyl)phenyl)(4-(5-chlorooxazolo[4,5-b]pyridin-2-yl)piperazin-1-yl)methanone